1,2,5-tri-O-acetyl-3,4,6-tri-O-methyl-glucitol C(C)(=O)OC[C@H](OC(C)=O)[C@@H](OC)[C@H](OC)[C@H](OC(C)=O)COC